O=C1N(C(C2=CC=CC=C12)=O)CC=O 2-(1,3-dioxoisoindolin-2-yl)acetaldehyde